CC1=C(C=CC=C1)NCCNC1=C(C=CC=C1)C 1,2-bis[(2-methylphenyl)amino]ethane